3-(2-fluoro-4-pyridinyl)-6-(trifluoromethyl)imidazo[1,2-b]pyridazine FC1=NC=CC(=C1)C1=CN=C2N1N=C(C=C2)C(F)(F)F